(S)-N-(5-(4-Chloro-3-fluorophenoxy)-2-methoxyphenyl)-1-methyl-5-oxo-pyrrolidine-2-carboxamide ClC1=C(C=C(OC=2C=CC(=C(C2)NC(=O)[C@H]2N(C(CC2)=O)C)OC)C=C1)F